O1CCC2=C1C=CC(=C2)C=2N=C(NC2)C2N(CCCC2)C(C(C)SC)=O 1-(2-(4-(2,3-Dihydrobenzofuran-5-yl)-1H-imidazol-2-yl)piperidin-1-yl)-2-(methylsulfanyl)propan-1-one